(3-([2-(3-Aminomethyl-phenyl)-5-trifluoromethyl-2H-pyrazole-3-carbonyl]-amino-phenyl)-(4-dimethylamino-naphthalen-1-yl)-methyl)-cyclopropylmethyl-carbamic acid tert-butyl ester C(C)(C)(C)OC(N(CC1CC1)CC1=CC(=C(C2=CC=CC=C12)N(C)C)C1=C(C(=CC=C1)C(=O)C=1N(N=C(C1)C(F)(F)F)C1=CC(=CC=C1)CN)N)=O